C(C)N1C=C(C(C2=CC(=C(C=C12)N1CCNCC1)F)=O)C(=O)O 1-ethyl-6-fluoro-1,4-dihydro-4-oxo-7-(1-piperazinyl)-3-quinolinecarboxylic acid